5-(3-benzyl-1-((1-methyl-1H-pyrazol-4-yl)sulfonyl)pyrrolidin-3-yl)-6-chloro-1-(4-fluorophenyl)-1H-indazole C(C1=CC=CC=C1)C1(CN(CC1)S(=O)(=O)C=1C=NN(C1)C)C=1C=C2C=NN(C2=CC1Cl)C1=CC=C(C=C1)F